(2R,4R,5R)-4-(7-(((1R,2S)-2-(3,4-difluorophenyl)cyclopropyl)amino)-5-(propylthio)-3H-[1,2,3]triazolo[4,5-d]pyrimidin-3-yl)-5-(hydroxymethyl)tetrahydrofuran-2-carboxylic Acid FC=1C=C(C=CC1F)[C@H]1[C@@H](C1)NC=1C2=C(N=C(N1)SCCC)N(N=N2)[C@@H]2C[C@@H](O[C@H]2CO)C(=O)O